C(N)(=O)C1CCN(CC1)CC1=CC=C(C(=O)N(CCN2CCC(CC2)OC(NC2=C(C=CC=C2)C2=CC=CC=C2)=O)C)C=C1 biphenyl-2-ylcarbamic acid 1-(2-{[4-(4-carbamoylpiperidin-1-ylmethyl)benzoyl]-methylamino}ethyl)piperidin-4-yl ester